[N+](=O)([O-])N1C(C(CC1)=O)=O nitropyrrolidine-dione